8-((3-(methylsulfonyl)propyl)amino)octanoic acid heptadec-9-yl ester CCCCCCCCC(CCCCCCCC)OC(CCCCCCCNCCCS(=O)(=O)C)=O